OCOP(=O)(O)CCC(C(=O)O)=O 4-(hydroxymethyl-phosphono)-2-oxo-butyric acid